N1(C=NC=C1)C1C(=C(C(CC1)(C)C)/C=C/C(=C/C=C/C(=C\C(=O)NCCCC1=CC(=CC=C1)C(F)(F)F)/C)/C)C (2Z,4E,6E,8E)-9-(3-(1H-imidazol-1-yl)-2,6,6-trimethylcyclohex-1-en-1-yl)-3,7-dimethyl-N-(3-(3-(trifluoromethyl)phenyl)propyl)nona-2,4,6,8-tetraenamide